4-methoxy-N-[(1s,4s)-4-{[2,6-bis(trifluoromethyl)pyridin-4-yl]amino}cyclohexyl]benzamide COC1=CC=C(C(=O)NC2CCC(CC2)NC2=CC(=NC(=C2)C(F)(F)F)C(F)(F)F)C=C1